COC(=O)C1CC(C1)N methyl (1r,3r)-3-aminocyclobutane-1-carboxylate